BrC1=C(C(=CC(=C1)C(C(F)(F)F)(C(F)(F)F)F)Cl)NC(=O)C=1C=CC(=C(C1)NC(C1=C(C=C(C=C1)C#N)C)=O)C#N N-[5-[[2-bromo-6-chloro-4-[1,2,2,2-tetrafluoro-1-trifluoromethylethyl]phenyl]carbamoyl]-2-cyanophenyl]-4-cyano-2-methylbenzamide